N-(bicyclo[1.1.1]pent-1-yl)-6-bromo-1-(4-fluorobenzyl)-2-oxo-1,2-dihydro-1,8-naphthyridine-3-carboxamide C12(CC(C1)C2)NC(=O)C=2C(N(C1=NC=C(C=C1C2)Br)CC2=CC=C(C=C2)F)=O